FC=1C=C(C=CC1OC1=C2C(=NC=C1)NN=C2N[C@H](COC)C)NC(=O)C=2C(N(C=C(C2)C)C2=CC=C(C=C2)F)=O (S)-N-(3-fluoro-4-((3-((1-methoxypropan-2-yl)amino)-1H-pyrazolo-[3,4-b]pyridin-4-yl)-oxy)phenyl)-1-(4-fluorophenyl)-5-methyl-2-oxo-1,2-dihydro-pyridine-3-carboxamide